C(C)(=O)OCC1=C(C=CC=C1)OCNC([C@H](C)N)=O (S)-2-((2-aminopropionamido)methoxy)benzyl acetate